(azidomethyl)-6-chloropyridine-4-carboxylic acid methyl ester COC(=O)C1=CC(=NC(=C1)Cl)CN=[N+]=[N-]